2-(pyridine-3-yl)acetonitrile N1=CC(=CC=C1)CC#N